O(C1=CC=CC=C1)C1=NC(=NC=C1C(F)(F)F)N[C@@H]1CNCCC1 4-phenoxy-N-[(3S)-piperidin-3-yl]-5-(trifluoromethyl)pyrimidin-2-amine